OCCC12C3CNCCC3NN2CCC2(NC1)CC2 (2-hydroxyethyl)-4',8',9',13'-tetraazaspiro[cyclopropane-1,12'-tricyclo[7.5.0.02,7]tetradecane]